C(C)(=O)OC1=C(C(=O)O)C=C(C=C1C(C)(C)C)CC 2-acetoxy-3-(tertiary butyl)-5-ethylbenzoic acid